N[C@H](C(=O)O)CCCCCC(C)=O (S)-2-amino-8-oxononanoic acid